C(C)(C)[Si](C(C)C)(C(C)C)\C=C\1/OC(C2=C1COCC2)=O (Z)-3-((triisopropylsilyl)methylene)-6,7-dihydro-3H-furo[3,4-c]pyran-1(4H)-one